COC(N(C)CC1=CC=C(C=C1)C(NC=1SC2=C(C(=NC=C2C2=CC=CC=C2)OC)N1)=O)=O [4-(4-Methoxy-7-phenylthiazolo[4,5-c]pyridin-2-ylcarbamoyl)-benzyl]-methyl-carbamic acid methyl ester